ClC1=CC=C(CN2CCN(CC2)S(=O)(=O)N2[C@H]([C@@H]3CC[C@H](C2)N3C(=O)OCCOC)C(NOC3OCCCC3)=O)C=C1 2-methoxyethyl (1s,2r,5r)-3-((4-(4-chlorobenzyl) piperazin-1-yl) sulfonyl)-2-(((tetrahydro-2H-pyran-2-yl) oxy) carbamoyl)-3,8-diazabicyclo[3.2.1]octane-8-carboxylate